1,2-benzisoselenazole-3(2H)-one [Se]1NC(C2=C1C=CC=C2)=O